C(C)N1N=CC=C1C(=O)N[C@H](C(=O)NC1=CC=C(C=C1)[C@@H]([C@H](C(=O)N1CCN(CC1)C)NC(CC)=O)C)C1CCC(CC1)C N-[(2R,3S)-3-{4-[(2S)-2-[(1-ethyl-1H-pyrazol-5-yl)formamido]-2-[(1r,4S)-4-methylcyclohexyl]acetamido]phenyl}-1-(4-methylpiperazin-1-yl)-1-oxobutan-2-yl]propanamide